COC(=O)[C@H]1N(C[C@H](C1)C1CCCCC1)C(CNC(C1=CC=C(C=C1)OC1=CC=CC=C1)=O)=O.ClC=1C=C2C(N(CN(C2=CC1)C1=C(C=C(C=C1)F)C)C=1C=C(OC1)C(=O)N)=O 4-(6-chloro-1-(4-fluoro-2-methylphenyl)-4-oxo-1,4-dihydroquinazolin-3(2H)-yl)furan-2-carboxamide methyl-(2S,4R)-4-cyclohexyl-1-((4-phenoxybenzoyl)glycyl)pyrrolidine-2-carboxylate